Tert-butyl (4-((6-(aminomethyl)-1H-indol-1-yl)methyl)benzyl)carbamate NCC1=CC=C2C=CN(C2=C1)CC1=CC=C(CNC(OC(C)(C)C)=O)C=C1